1-fluoro-2,3-dimethoxy-5-nitrobenzene FC1=C(C(=CC(=C1)[N+](=O)[O-])OC)OC